3,3-dimethyl-4-oxopentyl methacrylate C(C(=C)C)(=O)OCCC(C(C)=O)(C)C